3,5-bis(carboxymethyl)-3,4,4,5-tetramethylheptanedioic acid C(=O)(O)CC(CC(=O)O)(C(C(CC(=O)O)(C)CC(=O)O)(C)C)C